((S)-2-aminopropionyl) phosphoramidate P(OC([C@H](C)N)=O)([O-])(=O)N